decyl-benzamide C(CCCCCCCCC)C1=C(C(=O)N)C=CC=C1